N(C(=O)C)CCCCCC=O 6-acetaminocaproaldehyde